CO[C@@H]1COCCC1 (3S,4R)-3-Methoxytetrahydro-2H-pyran